methyl (1r,4r)-4-((tert-butoxycarbonyl)(2-(4-chloro-3-(4,4,5,5-tetramethyl-1,3,2-dioxaborolan-2-yl)phenyl)-2-phenylethyl)amino)cyclohexane-1-carboxylate C(C)(C)(C)OC(=O)N(C1CCC(CC1)C(=O)OC)CC(C1=CC=CC=C1)C1=CC(=C(C=C1)Cl)B1OC(C(O1)(C)C)(C)C